7-{(1S)-1-[1-(3,4-difluorophenyl)-1H-1,2,3-triazol-4-yl]propyl}-5-[2-(trifluoromethyl)pyrimidin-5-yl]-7H-pyrrolo[2,3-d]pyrimidin-4-amine FC=1C=C(C=CC1F)N1N=NC(=C1)[C@H](CC)N1C=C(C2=C1N=CN=C2N)C=2C=NC(=NC2)C(F)(F)F